6-ethyl-6,7-dihydrospiro[cyclopenta[d]pyrazolo[1,5-a]pyrimidine-5,1'-cyclopentane] C(C)C1CC=2C(=NC=3N(C2)N=CC3)C13CCCC3